5-[2-(4-fluoro-2-trifluoromethyl-phenyl)-ethylamino]-2-hydroxy-benzoic acid FC1=CC(=C(C=C1)CCNC=1C=CC(=C(C(=O)O)C1)O)C(F)(F)F